2-bromo-8-(3-cyclohexylpropyl)anthra[1,2-b:5,6-b']dithiophene BrC1=CC2=C(S1)C1=CC=3C=CC4=C(SC(=C4)CCCC4CCCCC4)C3C=C1C=C2